OCC1=NC=C(C(=C1C)OC)C 2-hydroxymethyl-3,5-dimethyl-4-methoxypyridine